C(CCCCCC)(=O)SCCNC(CCNC([C@@H](C(COP(OP(OC[C@@H]1[C@H]([C@H]([C@@H](O1)N1C=NC=2C(N)=NC=NC12)O)OP(=O)(O)O)(=O)O)(=O)O)(C)C)O)=O)=O n-Heptanoyl-coenzyme A